BrC1=C(C(=NC=C1)N)OCC(F)(F)F 4-bromo-3-(2,2,2-trifluoroethoxy)pyridin-2-amine